(9H-fluoren-9-yl)methyl N-[2-({1-[(tert-butyldiphenylsilyl)oxy]3-(3,6-dichloro-5-methylpyridazin-4-yl)propan-2-yl}oxy)ethyl]-N-methylcarbamate [Si](C1=CC=CC=C1)(C1=CC=CC=C1)(C(C)(C)C)OCC(CC1=C(N=NC(=C1C)Cl)Cl)OCCN(C(OCC1C2=CC=CC=C2C=2C=CC=CC12)=O)C